ClC1=C(C=CC=C1)N1C(C2=CC(=C(C=C2C(=C1)C(C)C)N1N=C(N(C1=O)CC)CO)F)=O 2-(2-Chlorophenyl)-6-(4-ethyl-3-(hydroxymethyl)-5-oxo-4,5-dihydro-1H-1,2,4-triazol-1-yl)-7-fluoro-4-isopropylisoquinolin-1(2H)-one